CC=1N=C(OC1)C=1C=C(C(=O)NN)C=CN1 2-(4-methyloxazol-2-yl)isonicotinohydrazide